C1(CC1)C=1N=NN(C1)[C@H](C(=O)N1[C@@H](C[C@H](C1)O)C(=O)NCCC(C(F)(F)F)(C=1OC(=CN1)C)O)C(C)(C)C (2S,4R)-1-[(2S)-2-(4-cyclopropyltriazol-1-yl)-3,3-dimethyl-butanoyl]-4-hydroxy-N-[4,4,4-trifluoro-3-hydroxy-3-(5-methyloxazol-2-yl)butyl]pyrrolidine-2-carboxamide